3-(1,3-dimethyl-1H-indazol-5-yl)-2,5-dimethyl-N-((6-methylpyridin-3-yl)methyl)pyrazolo[1,5-a]pyrimidin-7-amine CN1N=C(C2=CC(=CC=C12)C=1C(=NN2C1N=C(C=C2NCC=2C=NC(=CC2)C)C)C)C